C1(CC1)C1=NC(=CC=C1OC1(CCCCC1)C(=O)O)C=1N=NN(C1CNC)C.C[Si](C#CC#CCN1CCOCC1)(C)C 4-(5-(trimethylsilyl)pent-2,4-diyn-1-yl)morpholine (2-cyclopropyl-6-(1-methyl-5-((methylamino)methyl)-1H-1,2,3-triazol-4-yl)pyridin-3-yloxy)cyclohexane-1-carboxylate